5-[(2,6-dioxo-3-piperidyl)oxy]-2-methyl-benzenesulfonyl chloride O=C1NC(CCC1OC=1C=CC(=C(C1)S(=O)(=O)Cl)C)=O